(Z)-3,4,5-trimethoxy-4'-(1,1-difluoroethyl)stilbene COC=1C=C(C=C(C1OC)OC)\C=C/C1=CC=C(C=C1)C(C)(F)F